(S)-1-amino-4-(4-((4-ethylpyridin-2-yl)carbamoyl)phenyl)-2-(piperidin-2-yl)-1H-imidazole-5-carboxamide NN1C(=NC(=C1C(=O)N)C1=CC=C(C=C1)C(NC1=NC=CC(=C1)CC)=O)[C@H]1NCCCC1